OC(C(=O)NC1=NC(=NC(=N1)C1=CC=CC=C1)NC1=CC=CC=C1)C hydroxy-N-(4-phenyl-6-(phenylamino)-1,3,5-triazin-2-yl)propanamide